(4-(piperazine-1-carbonyl)phenyl)boric acid N1(CCNCC1)C(=O)C1=CC=C(C=C1)OB(O)O